tert-butyl (1R,4r)-4-(5-carbamoyl-4-((1R,3S)-3-hydroxycyclohexylamino)pyrimidin-2-ylamino)cyclohexyl-(methyl)carbamate C(N)(=O)C=1C(=NC(=NC1)NC1CCC(CC1)N(C(OC(C)(C)C)=O)C)N[C@H]1C[C@H](CCC1)O